Bis(trifluoromethyl)biphenyl FC(F)(F)C1=CC=C(C=C1)C1=CC=C(C=C1)C(F)(F)F